5-(4,4,5,5-tetramethyl-1,3,2-dioxaborolan-2-yl)-1,3-benzoxazol-2-amine CC1(OB(OC1(C)C)C=1C=CC2=C(N=C(O2)N)C1)C